S1C2=C(C(=C1)C1N(CC3=CC=CC=C13)C(=O)N)C=CC=C2 (benzo[b]thiophen-3-yl)isoindoline-2-carboxamide